FC1(CN(CC1)C=1C=C(C=CC1)C1=CC=C(C=C1)[C@H](CO)NC(=O)NC=1N=C(SC1)C#C)F (R)-1-(1-(3'-(3,3-difluoropyrrolidin-1-yl)-[1,1'-biphenyl]-4-yl)-2-hydroxyethyl)-3-(2-ethynyl-thiazol-4-yl)urea